4-chloro-2-(chloromethyl)-1-methoxybenzene ClC1=CC(=C(C=C1)OC)CCl